6-(cyclopropanecarboxamido)-N-(methyl-d3)-4-((5-methyl-4,5-dihydro-[1,2,4]triazolo[1,5-a]quinoxalin-6-yl)amino)nicotinamide C1(CC1)C(=O)NC1=NC=C(C(=O)NC([2H])([2H])[2H])C(=C1)NC1=C2N(CC=3N(C2=CC=C1)N=CN3)C